ClC1=CC=C(C=C1)C=1N=CN(C1)CC(=O)N1CCN(CC1)C(=O)OC(C)(C)C tert-butyl 4-{2-[4-(4-chlorophenyl)-1H-imidazol-1-yl]acetyl}piperazine-1-carboxylate